methyl 5-(3-(benzyloxy)-2-methylpropyl-1,1-d2)-2-methoxy-6-oxo-5,6,7,8-tetrahydroquinoline-5-carboxylate C(C1=CC=CC=C1)OCC(C([2H])([2H])C1(C=2C=CC(=NC2CCC1=O)OC)C(=O)OC)C